BrC(CO[Si](CC)(CC)CC)=C(CCO[Si](CC)(CC)CC)Br 2,3-dibromo-1,5-bis(triethylsiloxy)pent-2-ene